2-(2-cyclohexylethyl)benzimidazole C1(CCCCC1)CCC=1NC2=C(N1)C=CC=C2